(5-(1,8-naphthyridin-2-yl)pentyl)pyrrolidine-1-carboxylic acid (R)-tert-butyl ester C(C)(C)(C)OC(=O)N1C(CCC1)CCCCCC1=NC2=NC=CC=C2C=C1